Benzyl (S)-4-(oxiran-2-ylmethoxy)benzoate O1[C@@H](C1)COC1=CC=C(C(=O)OCC2=CC=CC=C2)C=C1